C(C)(C)(C)OC(=O)N1CCC(CC1)CN1CCC(CC1)C#CC1=CC=C(C2=CC=CC=C12)C(C)N1CCC(CC1)C(NCC1=CC(=CC=C1)F)=O.C(=O)C=1C=NC=CC1 3-Formyl-pyridine tert-butyl-4-[[4-[2-[4-[1-[4-[(3-fluorophenyl)methylcarbamoyl]-1-piperidyl]ethyl]-1-naphthyl]ethynyl]-1-piperidyl]methyl]piperidine-1-carboxylate